C(#C)C1=CC(=C(C=N1)C1=C(C(=NC=N1)N)C1=CC(=C(C=C1)OC1=NC=CC(=N1)C)F)C 6-(6-ethynyl-4-methylpyridin-3-yl)-5-(3-fluoro-4-((4-methylpyrimidin-2-yl)oxy)phenyl)pyrimidin-4-amine